FC1=CC=C(C=C1)C(N1C[C@@H](N(C[C@H]1C)C=1C2=C(N(C(N1)=O)C)C=CC(=N2)C#N)C)C2=CC=C(C=C2)F 4-((2S,5R)-4-(bis(4-fluorophenyl)methyl)-2,5-dimethylpiperazin-1-yl)-1-methyl-2-oxo-1,2-dihydropyrido[3,2-d]pyrimidine-6-carbonitrile